C12CN(CC(NC1)C2)C2=NC=CC(=C2)C=2C(=C(C=C(C2)F)C2=CC(=C(C=C2)N2C(N(C=C2)C)=O)Cl)O 1-(3'-(2-(3,6-diazabicyclo[3.2.1]oct-3-yl)pyridin-4-yl)-3-chloro-5'-fluoro-2'-hydroxy-[1,1'-biphenyl]-4-yl)-3-methyl-1H-imidazol-2(3H)-one